3-(2,4-dimethoxybenzyl)-1H-imidazo[4,5-b]pyridin-2(3H)-one COC1=C(CN2C(NC=3C2=NC=CC3)=O)C=CC(=C1)OC